4-phenyl-4-aza-tricyclo[5.2.1.02,6]-8-decene-3,5-dione C1(=CC=CC=C1)N1C(C2C3C=CC(C2C1=O)C3)=O